CC1=CC(=NC=N1)C1=CC(=NN1)C(=O)N1[C@@H]2CCC[C@H]1CC2 (1R,3R,5S)-8-[5-(6-methylpyrimidin-4-yl)-1H-pyrazole-3-carbonyl]-8-azabicyclo[3.2.1]octane